5-(1-((4-chlorobenzyl)sulfonyl)-1,2,5,6-tetrahydropyridin-4-yl)-3-hydroxy-pyridine ClC1=CC=C(CS(=O)(=O)N2CC=C(CC2)C=2C=C(C=NC2)O)C=C1